14-hydroxy-4,6,8,10,12-pentamethylpentadecyl decyloxymethyl ether C(CCCCCCCCC)OCOCCCC(CC(CC(CC(CC(CC(C)O)C)C)C)C)C